6-((tetrahydro-2H-pyran-2-yl)oxy)-3,4-dihydronaphthalen-1(2H)-one O1C(CCCC1)OC=1C=C2CCCC(C2=CC1)=O